3-fluoro-4-[[5-[2-fluoro-4-(trifluoromethyl)phenoxy]-4-methyl-3-pyridinyl]methyl]-N-(methylsulfaniosulfonyl)pyridin-2-amine FC=1C(=NC=CC1CC=1C=NC=C(C1C)OC1=C(C=C(C=C1)C(F)(F)F)F)NS(=O)(=O)[SH+]C